(1S,2S)-2-[5-fluoro-2-[(5-methylpyrrolo[3,2-d]pyrimidin-4-yl)amino]phenoxy]cyclohexanol FC=1C=CC(=C(O[C@@H]2[C@H](CCCC2)O)C1)NC=1C2=C(N=CN1)C=CN2C